2-(2-bromoethoxy)-3',6'-diethylamino-2',7'-dimethylspiro[isoindoline-1,9'-xanthene] BrCCON1CC2=CC=CC=C2C12C1=CC(=C(C=C1OC=1C=C(C(=CC21)C)NCC)NCC)C